(E)-1-(4-bromophenyl)-2-nitromethyl-3-phenylprop-2-en-1-one BrC1=CC=C(C=C1)C(\C(=C\C1=CC=CC=C1)\C[N+](=O)[O-])=O